N-[(2-Amino-3-pyridyl)sulfonyl]-6-(3-ethoxy-5-fluorophenyl)-2-[(4S)-2,2,4-trimethylpyrrolidin-1-yl]pyridin-3-carboxamid NC1=NC=CC=C1S(=O)(=O)NC(=O)C=1C(=NC(=CC1)C1=CC(=CC(=C1)F)OCC)N1C(C[C@@H](C1)C)(C)C